NC=1C(=NC(=NC1)NC(C)(C)C)NCCC(C)NC(OC(C)(C)C)=O tert-butyl (4-((5-amino-2-(tert-butylamino)pyrimidin-4-yl)amino)butan-2-yl)carbamate